2-[3-(1,4-Dioxolan-2-ylmethoxy)-4-pyridinyl]-3-(3-fluoro-2-methyl-anilino)-1,5,6,7-tetrahydropyrrolo[3,2-c]pyridin-4-one O1C(COC1)COC=1C=NC=CC1C1=C(C=2C(NCCC2N1)=O)NC1=C(C(=CC=C1)F)C